N1=CC(=CC=C1)CCNC(NC=1C=CC(=C(C1)C#CC1=CC=C(C(=O)N)C=C1)C1=CC=NC=C1)=O 4-((5-(3-(2-(pyridin-3-yl)ethyl)ureido)-2-(pyridin-4-yl)phenyl)ethynyl)benzamide